F[C@@H]1C[C@H](N(C1)C(CC1=C2C=CC(=NC2=CC=C1)C)=O)C(=O)N[C@H](C1=NC=C(C=C1)C(C)C)C1=CC=CC=C1 (2S,4R)-4-fluoro-1-[2-(2-methylquinolin-5-yl)acetyl]-N-[(S)-phenyl[5-(propan-2-yl)pyridin-2-yl]methyl]pyrrolidine-2-carboxamide